C1(CC1)OC[C@@H](C(=O)O)NC(=O)OCC1C2=CC=CC=C2C=2C=CC=CC12 (2S)-3-cyclopropyloxy-2-(9H-fluoren-9-ylmethoxyCarbonylamino)propanoic acid